C(CC=C)OC1=CC(=CC=2N1N=CC2)C=2C=C(N=NC2OC)C(C)NCC 1-(5-(7-(but-3-en-1-yloxy)pyrazolo[1,5-a]pyridin-5-yl)-6-methoxypyridazin-3-yl)-N-ethylethan-1-amine